CC1=C(C=C(C(N1C1=CC(=CC=C1)C(F)(F)F)=O)C(=O)NCC1=CC=C(C=C1)S(=O)(=O)C)C(=O)N1CCCCC1 6-methyl-N-[4-(methylsulfonyl)benzyl]-2-oxo-5-(piperidin-1-ylcarbonyl)-1-[3-(trifluoromethyl)phenyl]-1,2-dihydropyridine-3-carboxamide